C(C=C)(=O)OCCC[Si](OC)(OC)OC 3-acryloxypropyl-trimethoxysilane